(E)-4-bromo-2-((4-((diethylamino)methyl)phenylimino)methyl)phenol BrC1=CC(=C(C=C1)O)/C=N/C1=CC=C(C=C1)CN(CC)CC